CC1(NC(CC(=N1)C)(C)C)C 2,2,4,6,6-PENTAMETHYL-1,2,5,6-TETRAHYDRO-PYRIMIDIN